2-(2-fluoro-6-methylphenyl)-8-(6-(4-methylpiperazin-1-yl)pyridin-3-yl)-1,6-naphthyridin-5-amine FC1=C(C(=CC=C1)C)C1=NC=2C(=CN=C(C2C=C1)N)C=1C=NC(=CC1)N1CCN(CC1)C